2-(1-Methyl-1H-imidazol-4-yl)ethan-1-ol CN1C=NC(=C1)CCO